ClC1=NC(=NC(=C1)C1=C(C=CC=C1C)C)NS(=O)(=O)C=1C=C(C(=O)N2CCN([C@H]([C@H](C2)O)CC(C)C)C(=O)OC(C)(C)C)C=CC1 tert-butyl (6S,7S)-4-[3-[[4-chloro-6-(2,6-dimethylphenyl)pyrimidin-2-yl]sulfamoyl]benzoyl]-6-hydroxy-7-isobutyl-1,4-diazepane-1-carboxylate